CC1=C(C=CC=C1C)N1CCN(CC1)C(CN1N=C(C2=C1CCC2)C(=O)N2CCC(CC2)C(=O)NC)=O 1-(1-{2-[4-(2,3-dimethylphenyl)piperazin-1-yl]-2-oxoethyl}-1,4,5,6-tetrahydrocyclopenta[c]pyrazole-3-carbonyl)-N-methylpiperidine-4-carboxamide